2-fluoro-N-(1-((5-fluoro-2-(4-oxopiperidin-1-yl)phenyl)amino)-1-oxo-3-phenylpropan-2-yl-3,3-d2)benzamide FC1=C(C(=O)NC(C(=O)NC2=C(C=CC(=C2)F)N2CCC(CC2)=O)C([2H])([2H])C2=CC=CC=C2)C=CC=C1